7-chloro-2-((4-methoxyphenyl)sulfinyl)-1-methyl-5-phenyl-1,5-dihydro-4H-imidazo[4,5-c]quinolin-4-one ClC=1C=CC=2C3=C(C(N(C2C1)C1=CC=CC=C1)=O)N=C(N3C)S(=O)C3=CC=C(C=C3)OC